4-bromo-5,7-difluoro-2H-indazole BrC=1C2=CNN=C2C(=CC1F)F